C(C)(=O)C=1C=C(C=CC1)C1N(CCC2=C1C(=NN2C2=CC=C(C=C2)C(C)(C)C)C(=O)N)CC2=CC=CC=C2 (3-Acetylphenyl)-5-benzyl-1-{4-(tert-butyl)phenyl}-4,5,6,7-tetrahydro-1H-pyrazolo[4,3-c]pyridine-3-carboxamide